6-bromo-3,3-dimethyl-1-((1s,3s)-3-methyl-3-(1,4-oxaazepan-4-yl)cyclobutyl)-1,3-dihydro-2H-pyrrolo[3,2-b]pyridin-2-one BrC=1C=C2C(=NC1)C(C(N2C2CC(C2)(N2CCOCCC2)C)=O)(C)C